4-methoxymethoxyphenyltrimethoxysilane COCOC1=CC=C(C=C1)[Si](OC)(OC)OC